BrC1=C2CCN(C(C2=CC(=C1)CCN1[C@@H]([C@@H](C1)O)C)=O)C(C)C1=NC=C(C(=C1)OCC)[N+]#[C-] 5-bromo-2-(1-(4-ethoxy-5-isocyanopyridin-2-yl)ethyl)-7-(2-((2R,3R)-3-hydroxy-2-methylazetidin-1-yl)ethyl)-3,4-dihydroisoquinolin-1(2H)-one